(1,1'-Bis(diphenylphosphino)ferrocene) palladium (II) dichloride [Pd](Cl)Cl.C1(=CC=CC=C1)P([C-]1C=CC=C1)C1=CC=CC=C1.[C-]1(C=CC=C1)P(C1=CC=CC=C1)C1=CC=CC=C1.[Fe+2]